2-amino-3-methyl-N-((1S)-1-(1,2,4-oxadiazol-3-yl)ethyl)-N-((5-(trifluoromethyl)-2-pyridinyl)methyl)-6-quinolinecarboxamide NC1=NC2=CC=C(C=C2C=C1C)C(=O)N(CC1=NC=C(C=C1)C(F)(F)F)[C@@H](C)C1=NOC=N1